(Dimethylamino)-6-(3-hydroxybenzylamino)-9-(tetrahydrofuran-2-yl)-9H-purine CN(C)C1=NC(=C2N=CN(C2=N1)C1OCCC1)NCC1=CC(=CC=C1)O